2-chloro-N-(1-cyanocyclopropyl)-5-(2'-methyl-5'-(perfluoroethyl)-4'-(trifluoromethyl)-2'H-[1,3'-bipyrazole]-4-yl)benzamide ClC1=C(C(=O)NC2(CC2)C#N)C=C(C=C1)C=1C=NN(C1)C=1N(N=C(C1C(F)(F)F)C(C(F)(F)F)(F)F)C